C(C)(C)(C)OC([C@@H](N)CSC(C1=CC=CC=C1)(C1=CC=CC=C1)C1=CC=CC=C1)=O S-tritylcysteine tert-butyl ester